dodecyl-leucine C(CCCCCCCCCCC)N[C@@H](CC(C)C)C(=O)O